15-chloro-N-(2,2-dimethoxyethyl)-9-[(propan-2-yloxy)methyl]-2,4,8,10,11-pentaazatetracyclo-[11.4.0.02,6.08,12]heptadeca-1(17),3,5,9,11,13,15-heptaene-5-carboxamide ClC=1C=C2C3=NN=C(N3CC3=C(N=CN3C2=CC1)C(=O)NCC(OC)OC)COC(C)C